spiro(xanthene-9,9'-fluorene)-3,6-diylbis(oxycarbonyl)bis-aniline C1=CC=CC=2C3=CC=CC=C3C3(C12)C1=CC=C(C=C1OC=1C=C(C=CC13)OC(=O)NC1=CC=CC=C1)OC(=O)NC1=CC=CC=C1